FC=1C=C2C(C=CN3C2=C(C1N1CCC(CC1)O)OCC3C)=O 9-fluoro-10-(4-hydroxypiperidin-1-yl)-3-methyl-2H-[1,4]oxazino[2,3,4-ij]quinolin-7(3H)-one